2-Methylene-1-phenyldodecane-1-one C=C(C(=O)C1=CC=CC=C1)CCCCCCCCCC